2-bromo-1-(6-fluoro-4-phenyl-3,4-dihydroquinoxalin-1(2H)-yl)propan-1-one BrC(C(=O)N1CCN(C2=CC(=CC=C12)F)C1=CC=CC=C1)C